N[C@H]1CN(C[C@@H](C1)F)C(=O)C1=CC2=C(N(C(=N2)C=2N(C3=CC(=CC=C3C2)C=2C(=C(C=CC2)O)F)CC2CC2)C)C(=C1)OC 3-(2-{5-[(3R,5R)-3-amino-5-fluoropiperidine-1-carbonyl]-7-methoxy-1-methyl-1H-1,3-benzodiazol-2-yl}-1-(cyclopropylmethyl)-1H-indol-6-yl)-2-fluorophenol